CC=1C=C(C=CC1C)CC(C=O)C 3-(3,4-dimethylphenyl)-2-methylpropionaldehyde